3-cyclobutyl-3,4-dihydro-1H-quinoxalin-2-one C1(CCC1)C1C(NC2=CC=CC=C2N1)=O